(3R,11aS)-7-((3,4,5-trifluorobenzyl)oxy)-3,4-dihydro-1H,9H,11H-3,11a-methanopyrimido[6',1':2,3]imidazo[5,1-c][1,4]oxazin-9-one FC=1C=C(COC2=NC(N3C(N4[C@]5(CO[C@@H](C4)C5)C3)=C2)=O)C=C(C1F)F